benzyl 5-((4-(2-(2-((tert-butoxycarbonyl)amino)ethoxy)ethyl) piperazin-1-yl)methyl)isoindoline-2-carboxylate C(C)(C)(C)OC(=O)NCCOCCN1CCN(CC1)CC=1C=C2CN(CC2=CC1)C(=O)OCC1=CC=CC=C1